BrC1=NN(C=C1)C(C#N)C (3-bromo-1H-pyrazol-1-yl)propionitrile